FC=1C(=NC=C(C1)F)CNC(=O)C1=CN=C(S1)N1CCC(CC1)N1CC(CCC1)(C)C N-[(3,5-difluoropyridin-2-yl)methyl]-2-(3,3-dimethyl-[1,4'-bipiperidin]-1'-yl)-1,3-thiazol-5-carboxamide